CSC1=NCCN1 2-methylthioimidazoline